2-ethyl butenoate C(C=CC)(=O)OCC